3-{2-cyano-1-[4-(7H-pyrrolo-[2,3-d]pyrimidin-4-yl)-1H-pyrazol-1-yl]ethyl}-N-[4-(trifluoromethyl)phenyl]-benzamide trifluoroacetate FC(C(=O)O)(F)F.C(#N)CC(N1N=CC(=C1)C=1C2=C(N=CN1)NC=C2)C=2C=C(C(=O)NC1=CC=C(C=C1)C(F)(F)F)C=CC2